FC1=CC=C(COC=2C=C(OCCCO)C=CC2OCC2=CC=C(C=C2)F)C=C1 3-(3,4-bis((4-fluorobenzyl)oxy)phenoxy)propan-1-ol